5-(4-Methoxyphenyl)-N-(1-((1s,4s)-4-(8-(trifluoromethyl)quinolin-4-yl)cyclohexyl)propyl)-1,3,4-oxadiazol-2-amine COC1=CC=C(C=C1)C1=NN=C(O1)NC(CC)C1CCC(CC1)C1=CC=NC2=C(C=CC=C12)C(F)(F)F